BrC1=NC(=CC(=C1)COC)C1(COCC1)OC 2-Bromo-4-(methoxymethyl)-6-(3-methoxytetrahydrofuran-3-yl)pyridine